(5aR,5bS,7aS,10aS,10bR,12S,12aS)-12-hydroxy-2-(4-methoxyphenyl)-5a,7a-dimethyl-4,5,5a,5b,6,7,7a,9,10,10a,10b,11,12,12a-tetradecahydro-8H-cyclopenta[7,8]phenanthro[2,1-d]thiazol-8-one O[C@H]1C[C@H]2[C@H]3[C@](CC[C@@H]2[C@]2(CCC=4N=C(SC4[C@H]12)C1=CC=C(C=C1)OC)C)(C(CC3)=O)C